(S)-6-((4-((2-hydroxy-1-phenylethyl)amino)-5-(3,8-dioxa-1-azaspiro[4.5]dec-1-en-2-yl)pyrimidin-2-yl)amino)-1-methyl-1,2-dihydro-3H-pyrazolo[3,4-b]pyridin-3-one OC[C@H](C1=CC=CC=C1)NC1=NC(=NC=C1C1=NC2(CO1)CCOCC2)NC2=CC=C1C(=N2)N(NC1=O)C